C1(CC1)C(=O)NC=1N=C2N(C(=CC=C2)C2=CC(=CN(C2=O)C)C2=CC=C(O2)P(O)(O)=O)C1 [5-[5-[2-(cyclopropanecarbonylamino)imidazo[1,2-a]pyridin-5-yl]-1-methyl-6-oxo-3-pyridyl]-2-furyl]phosphonic acid